Dodecylvinylether C(CCCCCCCCCCC)OC=C